methyl (S,E)-1-(5-chloro-4-(2-(3-cyano-4-(3-(5-(((2-hydroxyethyl)amino) methyl)picolinamido)-2-methylphenyl) pyridin-2-yl)vinyl)-2-methylbenzyl)piperidine-2-carboxylate ClC=1C(=CC(=C(CN2[C@@H](CCCC2)C(=O)OC)C1)C)\C=C\C1=NC=CC(=C1C#N)C1=C(C(=CC=C1)NC(C1=NC=C(C=C1)CNCCO)=O)C